ethyl (S)-3-(5-bromo-2-fluoro-3-methylphenyl)-3-(((R)-tert-butylsulfinyl)amino)propanoate BrC=1C=C(C(=C(C1)[C@H](CC(=O)OCC)N[S@](=O)C(C)(C)C)F)C